2,4-dimethylcyclohex-3-enecarbaldehyde CC1C(CCC(=C1)C)C=O